rac-methyl (7S,8S,9R)-9-hydroxy-3-methoxy-6-(4-methoxyphenyl)-10-oxo-7-phenyl-6,7,8,9-tetrahydro-6,9-methanooxepino[3,2-b]pyridine-8-carboxylate O[C@]12[C@H]([C@H]([C@](OC=3C1=NC=C(C3)OC)(C2=O)C2=CC=C(C=C2)OC)C2=CC=CC=C2)C(=O)OC |&1:4|